7-methyl-2-phenyl-3-benzoyloxy-4H-pyrido[1,2-a]pyrimidin-4-one CC=1C=CC=2N(C(C(=C(N2)C2=CC=CC=C2)OC(C2=CC=CC=C2)=O)=O)C1